(1-butyl-3-methyl-imidazole) 3,5-bis(methoxycarbonyl)benzenesulfonate COC(=O)C=1C=C(C=C(C1)C(=O)OC)S(=O)(=O)O.C(CCC)N1CN(C=C1)C